methyl 2-bromo-[1,3]thiazolo[5,4-b]pyridine-5-carboxylate BrC=1SC2=NC(=CC=C2N1)C(=O)OC